di(diheptylphenyl)urea C(CCCCCC)C=1C(=C(C=CC1)NC(NC1=C(C(=CC=C1)CCCCCCC)CCCCCCC)=O)CCCCCCC